diisopropylethane C(C)(C)C(C)C(C)C